CN([C@H]1[C@@H](CCCC1)N(C=1C=C2C(N(C(C2=CC1)=O)C1C(NC(CC1)=O)=O)=O)C)C 5-(((1R,2R)-2-(dimethylamino)cyclohexyl)(methyl)amino)-2-(2,6-dioxopiperidin-3-yl)isoindoline-1,3-dione